2,2'-((2-(6-fluorohexyl)-5,6-dimethoxy-3-methyl-1,4-phenylene)bis(oxy))bis(tetrahydro-2H-pyran) FCCCCCCC1=C(C(=C(C(=C1C)OC1OCCCC1)OC)OC)OC1OCCCC1